C1(=C(C=CC=C1)C1=CC2=C(N=C3C(=NC(N3)=O)O2)C=C1)C 6-(2-Tolyl)-1,4-benzoxazinoimidazole-one